1,2,3,4,5-pentamethylcyclopentane rhodium (2+) tetrachloride [Rh-2](Cl)(Cl)(Cl)Cl.CC1C(C(C(C1C)C)C)C